C(C)(C)N1N=CC2=CC(=CC=C12)C1=C(N(C2=NC=C(C(=C21)N[C@H]2C[C@@H](CC2)NC(=O)OC)C(=O)O)S(=O)(=O)C2=CC=CC=C2)C=2C=NN(C2)C 3-(1-Isopropyl-1H-indazol-5-yl)-4-(((1R,3R)-3-((methoxycarbonyl)amino)cyclopentyl)amino)-2-(1-methyl-1H-pyrazol-4-yl)-1-(phenylsulfonyl)-1H-pyrrolo[2,3-b]pyridine-5-carboxylic acid